CC(C)CCCCCCCCCCC/C=C/C(=O)SCCNC(=O)CCNC(=O)[C@@H](C(C)(C)COP(=O)([O-])OP(=O)([O-])OC[C@@H]1[C@H]([C@H]([C@@H](O1)N2C=NC3=C(N=CN=C32)N)O)OP(=O)([O-])[O-])O The molecule is a 2,3-trans-enoyl CoA(4-) arising from deprotonation of the phosphate and diphosphate OH groups of (E)-isoheptadec-2-enoyl-CoA. It is a conjugate base of an (E)-isoheptadec-2-enoyl-CoA.